S1C2=C(C=C1NC(=O)N[C@@H]1C(N(C[C@H]1C1=C(C=C(C=C1F)OC)F)C)=O)C=CC=C2 |o1:9,13| (-)-1-(benzo[b]thiophen-2-yl)-3-[(3S*,4R*)-4-(2,6-difluoro-4-methoxy-phenyl)-1-methyl-2-oxopyrrolidin-3-yl]urea